CC(C)(C)[S@@](=O)N[C@H](C)C=1C=C(C=C2C(N(C(=NC12)N1CCOCC1)C)=O)C(F)(F)F (R)-2-methyl-N-((R)-1-(3-methyl-2-morpholino-4-oxo-6-(trifluoromethyl)-3,4-dihydroquinazolin-8-yl)ethyl)propane-2-sulfinamide